C1(CC1)C=1N=CC2=C(N1)CCN(C2)C(=O)[C@@H]2CC21CCN(CC1)C(=O)OC(C(F)(F)F)C(F)(F)F |r| hexafluoro-propan-2-yl (±)-1-(2-cyclopropyl-5,6,7,8-tetra-hydropyrido-[4,3-d]pyrimidine-6-carbonyl)-6-azaspiro[2.5]-octane-6-carboxylate